COCC1(CC1)C=1C=CC(=NC1)NC(OC(C)(C)C)=O Tert-butyl N-[5-[1-(methoxymethyl)cyclopropyl]pyridin-2-yl]carbamate